CC(CC(N1CCCC1)=O)(C)NCC(=O)N1[C@@H](C[C@@H](C1)F)C#N (2S,4S)-1-[2-(1,1-dimethyl-3-oxo-3-pyrrolidin-1-yl-propylamino)-acetyl]-4-fluoro-2-cyano-pyrrolidine